(S)-(3-(1-(4-(pyrimidin-5-yl)phenyl)ethyl)-1,2,3-oxadiazol-3-ium-5-yl)((3-(trifluoromethyl)phenyl)carbamoyl)amide N1=CN=CC(=C1)C1=CC=C(C=C1)[C@H](C)[N+]1=NOC(=C1)[N-]C(NC1=CC(=CC=C1)C(F)(F)F)=O